Diethyl (4-(6-amino-2,4-dioxo-3-(prop-2-yn-1-yl)-5-(3-(o-tolyl)propanamido)-3,4-dihydropyrimidin-1(2H)-yl)butyl)phosphonate NC1=C(C(N(C(N1CCCCP(OCC)(OCC)=O)=O)CC#C)=O)NC(CCC1=C(C=CC=C1)C)=O